C(C)(=O)ONC(CCC(CC=1C=C(C(=O)O)C=CC1)C(=O)O)=O 3-(5-(Acetoxyamino)-2-carboxy-5-oxopentyl)benzoic acid